t-butylsiloxymethylbenzene C(C)(C)(C)[SiH2]OCC1=CC=CC=C1